3-(dimethylamino)-5-nitro-benzoic acid CN(C=1C=C(C(=O)O)C=C(C1)[N+](=O)[O-])C